2,4-difluoropenta-1,3-diene FC(=C)C=C(C)F